ClC1N(C(CNC1)Cl)C1=CC=CC=2OCCOC21 5-(2,6-dichloropiperazin-1-yl)-2,3-dihydro-1,4-benzodioxine